3-methyl-3-(cyclohexylmethyl)-5-phenyl-1-(methylsulfonyl)indoline CC1(CN(C2=CC=C(C=C12)C1=CC=CC=C1)S(=O)(=O)C)CC1CCCCC1